COC(=O)[C@]1(C=2C=CC=NC2[C@H](CC1)O)F (5S,8S)-5-fluoro-8-hydroxy-5,6,7,8-tetrahydroquinoline-5-carboxylic acid methyl ester